C(OCC1=CC=C(C=C1)NC([C@H](CC(N)=O)NC([C@H](C)NC([C@H](C)NC(=O)OCC1C2=CC=CC=C2C=2C=CC=CC12)=O)=O)=O)(OC1=CC=C(C=C1)[N+](=O)[O-])=O {4-[(2S)-3-carbamoyl-2-[(2S)-2-[(2S)-2-({[(9H-fluoren-9-yl)methoxy]carbonyl}amino)propanamido]propanamido]propanamido]phenyl}methyl 4-nitrophenyl carbonate